1-(azetidin-3-yl)-4-methoxy-piperidine N1CC(C1)N1CCC(CC1)OC